t-butylcarbonyl-4-methylphenylsulfonyl-diazomethane C(C)(C)(C)C(=O)C(=[N+]=[N-])S(=O)(=O)C1=CC=C(C=C1)C